C(C)(C)(C)OC(=O)N[C@@H](C(=O)OC)CC(C)(F)F |r| rac-methyl (R)-2-((tert-butoxycarbonyl)amino)-4,4-difluoropentanoate